C1(=CC=C(C=C1)N(C1=CC=C(C=C1)C1=CC=CC=C1)C1=CC=C(C=C1)C1=CC=CC=2C3=CC=CC=C3CC12)C1=CC=CC=C1 4-(N,N-bis-biphenyl-4-yl-amino)phenyl-9H-fluorene